COC(COC)C1CC=C(CC1)C=NO N-{[4-(1,2-dimethoxyethyl)cyclohex-1-en-1-yl]methylidene}hydroxylamine